3-[(1R)-1-(4-chlorophenyl)ethoxy]-5-(4,4,5,5-tetramethyl-1,3,2-dioxaborolan-2-yl)pyridin-2-amine ClC1=CC=C(C=C1)[C@@H](C)OC=1C(=NC=C(C1)B1OC(C(O1)(C)C)(C)C)N